3-(trifluoromethoxy)pyridine-2-carbonitrile FC(OC=1C(=NC=CC1)C#N)(F)F